ClC1=C(OC2=C(C(=O)NC3=CC(=CC=C3)S(N)(=O)=O)C=C(C=C2)C(F)F)C=CC(=C1)F 2-(2-chloro-4-fluorophenoxy)-5-(difluoromethyl)-N-(3-sulfamoylphenyl)benzamide